N=S(=O)(C1=CC=C(C=C1)CC=1C(=NC=2N(C1N1CCCC1)N=CN2)C)C imino(methyl)(4-((5-methyl-7-(pyrrolidin-1-yl)-[1,2,4]triazolo[1,5-a]pyrimidin-6-yl)methyl)phenyl)-λ6-sulfanone